FOP(=O)(OF)OC1CS(CC1)(=O)=O 3-(difluorophosphonooxy)tetrahydrothiophene-1,1-dioxide